N1(CCCC1)C(C(=O)C1=CC=CC=C1)CCCCCC α-Pyrrolidinooctanophenone